O1CCN(CC1)C1=CC=2N=C3N(CCN(C3)C(CCOCC3NCC3)=O)C2N=C1 2-((3-(3-morpholino-8,9-dihydropyrido[3',2':4,5]imidazo[1,2-a]pyrazin-7(6H)-yl)-3-oxopropoxy)methyl)azetidin